ClC=1C=C(C=C(C1)Cl)C1=NC(=CC(=C1)CN1CCC(CC1)OC1(CC1)C(=O)O)OC=1C=NC(=NC1)N1CCN(CC1)C 1-((1-((2-(3,5-dichloro-phenyl)-6-((2-(4-methyl-piperazin-1-yl)pyrimidin-5-yl)oxy)pyridin-4-yl)methyl)piperidin-4-yl)oxy)cyclopropane-carboxylic acid